ClC=1C(=NN2C1C(NCC2)=O)C2=C1C(=NC=C2)C=NN1COCC[Si](C)(C)C 3-chloro-2-(1-{[2-(trimethylsilyl)ethoxy]methyl}pyrazolo[4,3-b]pyridin-7-yl)-5H,6H,7H-pyrazolo[1,5-a]pyrazin-4-one